FC=1C(=CC2=C(N=C(O2)C)C1C)NC(=O)N1CCC=2C1=NC=CC2N2CCN(CC2)C(=O)OC(C)(C)C tert-butyl 4-(1-((5-fluoro-2,4-dimethylbenzo[d]oxazol-6-yl)carbamoyl)-2,3-dihydro-1H-pyrrolo[2,3-b]pyridin-4-yl)piperazine-1-carboxylate